CN(C(C)=O)C=C N-methyl-N-vinyl-acetamide